FC1(CCN(CCC1)C1=NC(=C(C=C1C=1NC2=CC=NC(=C2C(C1)=O)C)C)C(F)(F)F)F 2-[2-(4,4-Difluoroazepan-1-yl)-5-methyl-6-(trifluoromethyl)-3-pyridinyl]-5-methyl-1H-1,6-naphthyridin-4-one